C1(CC1)C1OCCN2C1=CC(=N2)I 4-cyclopropyl-2-iodo-4h,6h,7h-pyrazolo[3,2-c][1,4]oxazine